ruthenium (II) hexafluorophosphate F[P-](F)(F)(F)(F)F.[Ru+2].F[P-](F)(F)(F)(F)F